(p-tolyl)acetamide C1(=CC=C(C=C1)CC(=O)N)C